CC1=CC(=NN1)NC=1N=C(C=2C=CC=NC2C1)C(=O)C12CCCC(CC1)N2CCC#N (3-exo)-3-((7-((5-methyl-1H-pyrazol-3-yl)amino)-1,6-diazanaphthalen-5-carbonyl)-8-azabicyclo[3.2.1]oct-8-yl)propionitrile